C(CCCCCCCCCCCCCCC)C(C(=O)O)(CSCCC(=O)O)CCCCCCCCCCCCCCCC.S(CCC(=O)OCCCCCCCCCCCCCCCC)CCC(=O)OCCCCCCCCCCCCCCCC dicetyl thiodipropionate (dicetyl thiodipropionate)